ClC1=CC=C(CNC(=O)C2CCN(CC2)C(=O)OC(C)(C)C)C=C1 tert-butyl 4-((4-chlorobenzyl)carbamoyl)piperidine-1-carboxylate